CN(C1=NC=2N(C3=CC=C(C=C13)CS(=O)(=O)N)C=NN2)C2=CC=CC=C2 (5-(methyl-(phenyl)amino)-[1,2,4]triazolo[4,3-a]quinazolin-7-yl)methanesulfonamide